(1S,4r)-4-((5-(5-chloropyridin-2-yl)-2-(((S)-2-fluorobutyl)amino)pyrimidin-4-yl)amino)cyclohexan-1-ol ClC=1C=CC(=NC1)C=1C(=NC(=NC1)NC[C@H](CC)F)NC1CCC(CC1)O